C(C1=CC=CC=C1)OC=1C=CC2=C(C(=C(O2)C)C(=O)NC2CN(CCC2F)C(=O)OC(C)(C)C)C1 tert-butyl 3-(5-(benzyloxy)-2-methylbenzofuran-3-carboxamido)-4-fluoropiperidine-1-carboxylate